di-n-octadecyl-1-(3,5-di-tert-butyl-4-hydroxyphenyl)-ethane phosphonate P(O)(O)=O.C(CCCCCCCCCCCCCCCCC)C(C)(C1=CC(=C(C(=C1)C(C)(C)C)O)C(C)(C)C)CCCCCCCCCCCCCCCCCC